3-[(tert-butoxycarbonyl)amino]-4-(5-chloro-2-nitrophenyl)butanoic acid C(C)(C)(C)OC(=O)NC(CC(=O)O)CC1=C(C=CC(=C1)Cl)[N+](=O)[O-]